[Br-].C(CC)N1CC=C(C=C1)C=C 1-propyl-4-vinyl-pyridine bromide